tert-butyl 4-[4-(2-cyanoethylamino)pyrazol-1-yl]piperidine-1-carboxylate C(#N)CCNC=1C=NN(C1)C1CCN(CC1)C(=O)OC(C)(C)C